((1r,4r)-4-(((5-oxo-4,5-dihydro-1H-1,2,4-triazol-3-yl) thio) methyl) cyclohexyl) carbamate C(N)(OC1CCC(CC1)CSC1=NNC(N1)=O)=O